COC=1N=CC(=NC1)N 5-meth-oxypyrazin-2-amine